6-(2-(2-fluoro-5-formylbenzoyl)-2,5-diazaspiro[3.4]octan-5-yl)nicotinonitrile FC1=C(C(=O)N2CC3(C2)N(CCC3)C3=NC=C(C#N)C=C3)C=C(C=C1)C=O